(R)-8-(isopropylamino)-2-((tetrahydrofuran-3-yl)amino)pyrido[3,4-d]pyrimidine-6-carbonitrile C(C)(C)NC1=NC(=CC2=C1N=C(N=C2)N[C@H]2COCC2)C#N